4-(m-tolyl)tetrahydropyrrole-3-carboxamide tert-Butyl-[(1R)-1-(2-bromo-5-chlorophenyl)propyl]carbamate C(C)(C)(C)N(C(O)=O)[C@H](CC)C1=C(C=CC(=C1)Cl)Br.C1(=CC(=CC=C1)C1C(CNC1)C(=O)N)C